(5-azido-1-sec-butyl-1H-pyrazolo[4,3-d]pyrimidin-7-yl)-((R)-cyclopropyl-quinolin-3-yl-methyl)-amine N(=[N+]=[N-])C=1N=C(C2=C(N1)C=NN2C(C)CC)N[C@@H](C=2C=NC1=CC=CC=C1C2)C2CC2